BrC=1C(=NC(=NC1)NC=1C=C2C(C(N(C2=CC1)CC1CCN(CC1)C)=O)(C)C)NC1=C(C=CC=C1)S(=O)(=O)C(C)C 5-[[5-bromo-4-(2-isopropylsulfonylanilino)pyrimidin-2-yl]amino]-3,3-dimethyl-1-[(1-methyl-4-piperidyl)methyl]indolin-2-one